N-(1,3-Benzodioxol-4-ylmethyl)-N-[[2-(4-methyl-1-piperidinyl)-4-pyridinyl]methyl]ethylamine O1COC2=C1C=CC=C2CN(CC2=CC(=NC=C2)N2CCC(CC2)C)CC